C(C)(C)(C)OC(=O)N1CC2(C1)CN(CC2(F)F)C=2C=C(C=C1C=NC(=NC21)N[C@H]2[C@@H](COCC2)O)C(F)F |r| racemic-6-(6-(difluoromethyl)-2-(((3S,4R)-3-hydroxytetrahydro-2H-pyran-4-yl)amino)quinazolin-8-yl)-8,8-difluoro-2,6-diazaspiro[3.4]octane-2-carboxylic acid tert-butyl ester